zinc(II) n-octanoate C(CCCCCCC)(=O)[O-].[Zn+2].C(CCCCCCC)(=O)[O-]